Ethyl 3-(3-(1-(3-(2-fluoro-5-((6-fluoro-4-(methylsulfonyl)-1-tosyl-1H-indol-5-yl)oxy)phenyl)-1H-pyrazol-1-yl)ethyl)phenyl)propanoate FC1=C(C=C(C=C1)OC=1C(=C2C=CN(C2=CC1F)S(=O)(=O)C1=CC=C(C)C=C1)S(=O)(=O)C)C1=NN(C=C1)C(C)C=1C=C(C=CC1)CCC(=O)OCC